C(CCC)[SiH](C(C)C)C(C)C butyl-diisopropyl-silane